2-(1-Ethylcyclopropyl)acetonitrile C(C)C1(CC1)CC#N